3-(2,6-difluoro-4-(3-((5-(p-tolyl)-1,3,4-oxadiazol-2-yl)amino)azetidin-1-yl)phenyl)piperidine-2,6-dione FC1=C(C(=CC(=C1)N1CC(C1)NC=1OC(=NN1)C1=CC=C(C=C1)C)F)C1C(NC(CC1)=O)=O